NC1=NN=C(S1)OCC1=CC=C(C=N1)C1(CC1)C#N 1-(6-(((5-amino-1,3,4-thiadiazol-2-yl)oxy)methyl)pyridin-3-yl)cyclopropane-1-carbonitrile